(S)-N-((2r,3r,4r,5r)-2,3,4,5,6-pentahydroxyhexanoyl)-glutamic acid O[C@@H](C(=O)N[C@@H](CCC(=O)O)C(=O)O)[C@@H]([C@@H]([C@@H](CO)O)O)O